OC=1C2(N3C(=CC=C3C(C1C(=O)OC)=O)C1=C(C=CC=C1)OC)CCCC2 Methyl 6'-Hydroxy-3'-(2-methoxyphenyl)-8'-oxo-8'H-spiro[cyclopentane-1,5'-indolizine]-7'-carboxylate